1-(6-(6-chloro-2-(3-(dimethylamino)azetidin-1-yl)-8-fluoro-7-(6-fluoro-1H-indazol-7-yl)quinazolin-4-yl)-2,6-diazaspiro[3.3]heptan-2-yl)prop-2-en-1-one ClC=1C=C2C(=NC(=NC2=C(C1C=1C(=CC=C2C=NNC12)F)F)N1CC(C1)N(C)C)N1CC2(CN(C2)C(C=C)=O)C1